3-ureidopropylmethyldimethoxysilane N(C(=O)N)CCC[Si](OC)(OC)C